C=O Methanone